2-ethynyl-6-fluorobenzaldehyde C(#C)C1=C(C=O)C(=CC=C1)F